C(=O)(O)C1CC2=CC(=CC=C2CC1)OC1=C(C=CC=C1)C1=C(C(=CC=C1)Cl)F 2-carboxy-7-((3'-chloro-2'-fluoro-[1,1'-biphenyl]-2-yl)oxy)-1,2,3,4-tetrahydronaphthalene